N-(4-formyl-6-methoxypyridin-3-yl)imidazo[1,2-a]pyridine-8-carboxamide C(=O)C1=C(C=NC(=C1)OC)NC(=O)C=1C=2N(C=CC1)C=CN2